C(C)(C)N1N=C(C=2C1=NC=NC2N)C2=CC1=CC=C(C=C1C=C2)OC 1-isopropyl-3-(6-methoxynaphthalen-2-yl)-1H-pyrazolo[3,4-d]pyrimidin-4-amine